FC=1C=C(C(=O)NCC23CCC(CC2)(CC3)N3N=C2C=CC=CC2=C3)C=C(C1O)F 3,5-difluoro-4-hydroxy-N-{[4-(2H-indazol-2-yl)bicyclo[2.2.2]octan-1-yl]methyl}benzamide